4-(3-fluoro-6-iodo-5-((3-methylbut-2-en-1-yl)amino)pyridin-2-yl)piperidine-1-carboxylic acid tert-butyl ester C(C)(C)(C)OC(=O)N1CCC(CC1)C1=NC(=C(C=C1F)NCC=C(C)C)I